5-(2-methoxypyrimidin-4-yl)-5-azaspiro[2.5]octane-8-carbonyl chloride COC1=NC=CC(=N1)N1CC2(CC2)C(CC1)C(=O)Cl